Cl.NC(C)C1=CC=C(C=C1)S(=O)(=O)F 4-(1-aminoethyl)benzenesulfonyl fluoride HCl